N-[2-(3-aminopropyl)-7-isopropoxy-imidazo[1,2-a]pyridin-6-yl]-6-(trifluoromethyl)pyridine-2-carboxamide hydrochloride salt Cl.NCCCC=1N=C2N(C=C(C(=C2)OC(C)C)NC(=O)C2=NC(=CC=C2)C(F)(F)F)C1